tert-butyl (2-((2-chlorothieno[2,3-d]pyrimidin-4-yl)amino)phenyl)carbamate ClC=1N=C(C2=C(N1)SC=C2)NC2=C(C=CC=C2)NC(OC(C)(C)C)=O